5-benzyloxy-2-[(4-bromo-2,6-dichloro-phenyl)methyl]-4-[(4-methoxyphenyl)methylsulfanyl]pyridine Silicon-nickel [Ni].[Si].C(C1=CC=CC=C1)OC=1C(=CC(=NC1)CC1=C(C=C(C=C1Cl)Br)Cl)SCC1=CC=C(C=C1)OC